7-hydroxy-furo[3,2-b]pyridine OC1=C2C(=NC=C1)C=CO2